C(=O)(OC(C)(C)C)NCCCN Boc-aminopropylamine